N-(4-((4-(Trifluoromethoxy)benzyl)amino)phenyl)heptanamid FC(OC1=CC=C(CNC2=CC=C(C=C2)NC(CCCCCC)=O)C=C1)(F)F